C(C)(C)(C)O[C@@H]([C@H](N)C(=O)O)C O-t-Butyl-threonine